S(CCC(=O)OC1=C(C=CC=C1)C)CCC(=O)OC1=C(C=CC=C1)C ditolyl 3,3'-thiodipropionate